2-(6-ethoxy-4-((1S,3S)-3-methoxy-1-(4-methyl-4H-1,2,4-triazol-3-yl)cyclobutyl)pyridin-2-yl)-6-(((1-methylcyclobutyl)amino)methyl)-4-(trifluoromethyl)isoindolin-1-one C(C)OC1=CC(=CC(=N1)N1C(C2=CC(=CC(=C2C1)C(F)(F)F)CNC1(CCC1)C)=O)C1(CC(C1)OC)C1=NN=CN1C